FC(=C1CCN(CC1)C(=O)C1(CC1)C(=O)OC)F Methyl 1-(4-(difluoromethylene)piperidine-1-carbonyl)cyclopropane-1-carboxylate